1-(phenylsulfonyl)-1H-pyrazole-3-carboxylic acid methyl ester COC(=O)C1=NN(C=C1)S(=O)(=O)C1=CC=CC=C1